{6-[4-(2-Amino-oxazol-5-yl)-phenyl]-pyrimidin-4-yl}-[2-(6,7-difluoro-2,4-dimethyl-indol-1-yl)-ethyl]-amine NC=1OC(=CN1)C1=CC=C(C=C1)C1=CC(=NC=N1)NCCN1C(=CC2=C(C=C(C(=C12)F)F)C)C